tert-butyl (S)-(1-((5-aminopentyl)amino)-5-(3-hydroxyphenyl)-1-oxopentan-2-yl)carbamate NCCCCCNC([C@H](CCCC1=CC(=CC=C1)O)NC(OC(C)(C)C)=O)=O